1-(4Z,7Z,10Z,13Z,16Z,19Z-docosahexaenoyl)-2-tetradecanoyl-glycero-3-phosphocholine CCCCCCCCCCCCCC(=O)O[C@H](COC(=O)CC/C=C\C/C=C\C/C=C\C/C=C\C/C=C\C/C=C\CC)COP(=O)([O-])OCC[N+](C)(C)C